The molecule is a bicine that is amino acetate in which the nitrogen atom is substituted by 2 (2-hydroxyethyl)- groups. It is a conjugate acid of a [bis(2-hydroxyethyl)amino]acetate. It is a tautomer of a N,N-bis(2-hydroxyethyl)glycine. C(CO)[NH+](CCO)CC(=O)[O-]